N-[5-(cyanomethyl)-3-methoxypyridin-2-yl]-5-(2-fluorophenyl)-1H-pyrrole-3-sulfonamide C(#N)CC=1C=C(C(=NC1)NS(=O)(=O)C1=CNC(=C1)C1=C(C=CC=C1)F)OC